iron(II) hexafluoroantimonate F[Sb-](F)(F)(F)(F)F.[Fe+2].F[Sb-](F)(F)(F)(F)F